OC(C(=O)NC1=NN(C(=C1)CCCCC)C)=CNC1=NC=CC2=CC=C(C=C12)C1=NOC(=N1)C (R)-2-hydroxy-3-((7-(5-methyl-1,2,4-oxadiazol-3-yl)isoquinolin-1-yl)amino)-N-(1-methyl-5-pentyl-1H-pyrazol-3-yl)propenamide